(2S)-2-hydroxy-3-methyl-N-((1S)-1-methyl-2-{[(1S)-3-methyl-2-oxo-2,3,4,5-tetrahydro-1H-3-benzazepine-1-yl]Amino}-2-oxoethyl)butanamide 6-cyano-(3R,5R)-dihydroxyhexanoate C(#N)CCCCC(C(=O)O)(O)O.O[C@H](C(=O)N[C@H](C(=O)N[C@@H]1C(N(CCC2=C1C=CC=C2)C)=O)C)C(C)C